C(C)(C)(C)OC(NC[C@H]1C[C@H]([C@@H]2OC(O[C@@H]21)(C)C)N2C=CC1=C2N=CN=C1Cl)=O tert-butyl-N-{[(3aR,4R,6R,6aS)-6-{4-chloropyrrolo[2,3-d]pyrimidin-7-yl}-2,2-dimethyl-tetrahydro-3aH-cyclopenta[d][1,3]dioxol-4-yl]methyl}carbamate